((E)-2-((2R,3S,4S,5S,6R)-3,4,5-trihydroxy-6-(4-nitrophenoxy)tetrahydro-2H-pyran-2-yl)vinyl)phosphonic acid diethyl ester C(C)OP(OCC)(=O)\C=C\[C@H]1O[C@@H]([C@H]([C@H]([C@@H]1O)O)O)OC1=CC=C(C=C1)[N+](=O)[O-]